(3S)-N-[3-(2-[[(2R)-1-hydroxypropan-2-yl]amino]-6-(morpholin-4-yl)pyridin-4-yl)-4-methylphenyl]-3-(2,2,2-trifluoroethyl)pyrrolidine-1-carboxamide OC[C@@H](C)NC1=NC(=CC(=C1)C=1C=C(C=CC1C)NC(=O)N1C[C@@H](CC1)CC(F)(F)F)N1CCOCC1